2-(2'-hydroxy-5'-methacryloxyethyl-3-tert-butylphenyl)-2H-benzotriazole OC1=C(C=C(C=C1C(C)(C)C)CCOC(C(=C)C)=O)N1N=C2C(=N1)C=CC=C2